tert-butyl (2,2-dimethyl-2H-chromen-7-yl)carbamate CC1(OC2=CC(=CC=C2C=C1)NC(OC(C)(C)C)=O)C